C(C)(C)(C)OC(=O)N1C(=NC2=C1C=C(C(=C2Cl)N2CCC(CC2)(F)F)Cl)CC2=CC=C(C=C2)S(=O)(=O)CC2CC2 4,6-dichloro-2-(4-((cyclopropylmethyl)sulfonyl)benzyl)-5-(4,4-difluoropiperidin-1-yl)-1H-benzo[d]imidazole-1-carboxylic acid tert-butyl ester